O=C1NC(CCC1N1C(C2=CC=CC(=C2C1)SCCCCCN1CCC(CC1)C1CCNC=2N1N=C(C2C(=O)N)C2=CC=C(C=C2)OC2=CC=CC=C2)=O)=O 7-(1-(5-((2-(2,6-dioxopiperidin-3-yl)-1-oxoisoindoline-4-yl)thio)pentyl)piperidine-4-yl)-2-(4-phenoxyphenyl)-4,5,6,7-tetrahydropyrazolo[1,5-a]pyrimidine-3-carboxamide